(R)-N-(1-(3-amino-5-(trifluoromethyl)phenyl)ethyl)-6-methoxy-2-methyl-8,9-dihydro-7H-cyclopenta[H]quinazolin-4-amine NC=1C=C(C=C(C1)C(F)(F)F)[C@@H](C)NC1=NC(=NC2=C3C(=C(C=C12)OC)CCC3)C